5-chloro-3-methylfuran-2(5H)-one ClC1C=C(C(O1)=O)C